NC1=C(C#N)C=CC=C1N(C)C 2-Amino-3-(dimethylamino)benzonitrile